tert-butyl (4-((4-((1-(tert-butyl)-3-((1S,3R)-3-((tert-butyldimethylsilyl)oxy)cyclopentyl)-1H-pyrazol-5-yl)amino)pyridin-2-yl)methoxy)-3,3-difluorobutan-2-yl)carbamate C(C)(C)(C)N1N=C(C=C1NC1=CC(=NC=C1)COCC(C(C)NC(OC(C)(C)C)=O)(F)F)[C@@H]1C[C@@H](CC1)O[Si](C)(C)C(C)(C)C